(R)-4-(1H-imidazol-1-yl)-N-(piperidin-3-yl)-N-(quinolin-2-yl)benzamide N1(C=NC=C1)C1=CC=C(C(=O)N(C2=NC3=CC=CC=C3C=C2)[C@H]2CNCCC2)C=C1